C(C)(C)NC(O[C@H]1C[C@H](CC1)C1=NN(C(=C1)NC(CBr)=O)C(C)(C)C)=O (1R,3S)-3-(5-(2-bromoacetamido)-1-(tert-butyl)-1H-pyrazol-3-yl)cyclopentyl isopropylcarbamate